ethyl [(1R,3aR,4aR,6R,8aR,9S,9aS)-9-{(1E)-2-[5-(3-fluorophenyl)pyridin-2-yl]ethen-1-yl}-1-methyl-3-oxododecahydronaphtho[2,3-c]furan-6-yl]carbamate FC=1C=C(C=CC1)C=1C=CC(=NC1)/C=C/[C@H]1[C@@H]2CC[C@H](C[C@H]2C[C@@H]2[C@H]1[C@H](OC2=O)C)NC(OCC)=O